3-Chloro-N-[4-[(E)-3-[4-[2-hydroxyethyl(methyl)amino]phenyl]prop-2-enoyl]phenyl]propanamide ClCCC(=O)NC1=CC=C(C=C1)C(\C=C\C1=CC=C(C=C1)N(C)CCO)=O